3-Chloro-4-((2,4-difluorophenyl)methoxy-d2)-2'-(3-(isopropylsulfonyl)-1H-pyrazol-1-yl)-5',6-dimethyl-2H-[1,4'-bipyridin]-2-one ClC=1C(N(C(=CC1OC([2H])([2H])C1=C(C=C(C=C1)F)F)C)C1=CC(=NC=C1C)N1N=C(C=C1)S(=O)(=O)C(C)C)=O